3-[2-(benzenesulfonamido)-2-[6-[3-(1H-imidazol-2-yl)propoxy]-1,3-benzothiazol-2-yl]ethyl]benzamidine C1(=CC=CC=C1)S(=O)(=O)NC(CC=1C=C(C(=N)N)C=CC1)C=1SC2=C(N1)C=CC(=C2)OCCCC=2NC=CN2